C1(=CC=CC=C1)CS(=O)(=O)Cl phenyl-methane-sulfonyl chloride